ClC1=CC=C(C=C1)CCC(C(C)(C)C)(O)CN1N=CN=C1 1-(4-chlorophenyl)-4,4-dimethyl-3-(1H-1,2,4-triazol-1-ylmethyl)pentan-3-ol